3-bromo-5-cyclopropyl-6,7-dihydro-4H-pyrazolo[1,5-a]pyrazine BrC=1C=NN2C1CN(CC2)C2CC2